ClC1=C(C=CC=C1)NC(=O)NC1=CC=C(C=C1)NC1=NC=NC2=CC(=C(C=C12)OC)OC 1-(2-chlorophenyl)-3-(4-((6,7-dimethoxyquinazolin-4-yl)amino)phenyl)urea